NC=1C=C2CC(N(C(C2=C2C1C=CC=C2)=O)CCS)=O 6-amino-2-(2-mercaptoethyl)-1H-benzisoquinoline-1,3(2H)-dione